ClC1=NC=C(C(=C1)C1=C(C=NC(=C1)C)C(=O)NC=1SC2=C(N1)CN(C2)C(=O)C2=NC=C(C=N2)Cl)OC(F)F 2'-chloro-N-(5-(5-chloro-pyrimidine-2-carbonyl)-5,6-dihydro-4H-pyrrolo[3,4-d]thiazol-2-yl)-5'-(difluoro-methoxy)-6-methyl-[4,4'-bi-pyridine]-3-carboxamide